(E)-N'-(naphthalen-2-ylmethylene)benzohydrazide C1=C(C=CC2=CC=CC=C12)\C=N\NC(C1=CC=CC=C1)=O